C[C@H]1CC[C@@H](N(C1)C(C(=O)NC=1C=NC=C(C(=O)N)C1)=O)C=1C=C2C=CC(NC2=CC1)=O |r| rac-5-(2-((2R,5S)-5-Methyl-2-(2-oxo-1,2-dihydroquinolin-6-yl)piperidin-1-yl)-2-oxoacetamido)nicotinamide